3-methyl-1,5-Pentylene glycol CC(CCO)CCO